4-(2-(piperazin-1-ylmethyl)-5-(trifluoromethyl)phenyl)morpholine N1(CCNCC1)CC1=C(C=C(C=C1)C(F)(F)F)N1CCOCC1